2-ethylhexyl octadecenoate C(C=CCCCCCCCCCCCCCCC)(=O)OCC(CCCC)CC